FC1(C(C1)(C)CO)F 2,2-difluoro-1-methyl-cyclopropylmethanol